1H-benzimidazole-4,7-diol N1C=NC2=C1C(=CC=C2O)O